(R)-1-(2-(6-chloroimidazo[1,2-a]pyridin-3-yl)pyrimidin-4-yl)piperidine-3-carboxamide ClC=1C=CC=2N(C1)C(=CN2)C2=NC=CC(=N2)N2C[C@@H](CCC2)C(=O)N